N(=C=S)C=1C=C(C(=O)OC)C=CC1 methyl 3-isothiocyanatobenzoate